C1(CCCCC(=O)OCCC(CCO1)C)=O 3-methylpentylene adipate